6-(8-(benzo[d]thiazol-2-ylcarbamoyl)-3,4-dihydroisoquinolin-2(1H)-yl)-3-(5-cyano-1-((1-(2-methoxyethoxy)cycloheptyl)methyl)-2-methyl-1H-pyrrol-3-yl)picolinic acid methyl ester COC(C1=NC(=CC=C1C1=C(N(C(=C1)C#N)CC1(CCCCCC1)OCCOC)C)N1CC2=C(C=CC=C2CC1)C(NC=1SC2=C(N1)C=CC=C2)=O)=O